4-(3-(pyrimidin-2-yl)phenyl)piperazine N1=C(N=CC=C1)C=1C=C(C=CC1)N1CCNCC1